BrC=1C=C(C=C2C(N(C(=NC12)N1CC(C1)(F)F)C)=O)C 8-bromo-2-(3,3-difluoroazetidin-1-yl)-3,6-dimethylquinazolin-4(3H)-one